CN1N=NC(=C1NC(O[C@H](C)C=1C(=NC=CC1)Cl)=O)C1=NC=C(C=C1)C(NC12CC(C1)(C2)C)=O (R)-1-(2-chloro-pyridin-3-yl)-ethyl (1-methyl-4-(5-((3-methyl-bicyclo[1.1.1]-pentan-1-yl)-carbamoyl)-pyridin-2-yl)-1H-1,2,3-triazol-5-yl)carbamate